COC=1C=C(C=CC1)C=1C=C2C=CC(=NC2=CC1)N1CCCCC1 1-(6-(3-Methoxyphenyl)chinolin-2-yl)piperidin